C1(CC1)C[C@H]1C[C@H](N(CC1)CC1=C2C=CNC2=C(C=C1OC)C)C1=CC=C(C(=O)O)C=C1 4-((2S,4R)-4-(cyclopropylmethyl)-1-((5-methoxy-7-methyl-1H-indol-4-yl)methyl)piperidin-2-yl)benzoic acid